4-(4-{[4-Bromo-2-(trifluoromethyl)phenoxy]methyl}-3-(trifluoromethoxy)phenyl)-2H,4H,5H,6H,7H-pyrazolo[3,4-b]pyridin-6-on BrC1=CC(=C(OCC2=C(C=C(C=C2)C2C=3C(NC(C2)=O)=NNC3)OC(F)(F)F)C=C1)C(F)(F)F